N-(2-(10-(2-((3,4-Difluorophenyl)amino)-2-oxoethyl)-2-ethyl-4-oxo-4,10-dihydrobenzo[4,5]imidazo[1,2-a]pyrimidin-3-yl)phenyl)acrylamide FC=1C=C(C=CC1F)NC(CN1C2=C(N3C1=NC(=C(C3=O)C3=C(C=CC=C3)NC(C=C)=O)CC)C=CC=C2)=O